C(C)(=O)NC1=CC=C(C=C1)CC(=O)N1[C@@H](C[C@H](C1)F)C(=O)N[C@H](C1=CC=C(C=C1)C(C)C)C1=CC=CC=C1 (2S,4R)-1-[2-(4-acetamidophenyl)acetyl]-4-fluoro-N-[(S)-phenyl[4-(propan-2-yl)phenyl]methyl]pyrrolidine-2-carboxamide